FC1(CCN(CC1)C1=NC=CC(=N1)NC(C1=C(C=C(C=C1)NS(=O)(=O)CCO)N1CCC2(CC2)CC1)=O)F N-(2-(4,4-Difluoropiperidin-1-yl)pyrimidin-4-yl)-4-((2-hydroxyethyl)sulfonamido)-2-(6-azaspiro[2.5]octan-6-yl)benzamide